C(CCCC\C=C/C\C=C/C\C=C/C\C=C/CC)(=O)N[C@@H](CCCCN)C(=O)O N-stearidonoyl-lysine